(4-chloroanilinomethyl)-16-oxo-androst-5-en-3beta-ol ClC1=CC=C(NCC[C@@]23CC(C[C@H]2[C@@H]2CC=C4C[C@H](CC[C@]4(C)[C@H]2CC3)O)=O)C=C1